2-bromo-N,N-dimethylethane-1-Amine hydrobromide Br.BrCCN(C)C